C(C)(C)(C)OC(=O)N1C[C@@H](CCC1)NC=1N=NC(=C(N1)C)C1=C(C=C(C=C1)C#C)OCOCC (R)-3-((6-(2-(ethoxymethoxy)-4-ethynylphenyl)-5-methyl-1,2,4-triazin-3-yl)amino)piperidine-1-carboxylic acid tert-butyl ester